methyl (2S,3S)-2-(tert-butoxycarbonylamino)-3-methoxy-butanoate C(C)(C)(C)OC(=O)N[C@H](C(=O)OC)[C@H](C)OC